3-(benzyloxy)picolinic acid methyl ester COC(C1=NC=CC=C1OCC1=CC=CC=C1)=O